tert-butyl 3-(7-bromo-6-chloro-2,8-difluoroquinazolin-4-yl)-3,8-diazabicyclo[3.2.1]octane-8-carboxylate BrC1=C(C=C2C(=NC(=NC2=C1F)F)N1CC2CCC(C1)N2C(=O)OC(C)(C)C)Cl